oxygen molybdenum-silicon-boron [B].[Si].[Mo].[O]